dimethylsilylbis(tetramethylcyclopentadienyl)titanium (III) C[SiH](C)[Ti](C1(C(=C(C(=C1)C)C)C)C)C1(C(=C(C(=C1)C)C)C)C